COC(=O)C1C(NCC1)=O 2-oxopyrrolidine-3-carboxylic acid methyl ester